CO[C@@]1(C(N(CC1)C)=O)C#CC1=CC(=CC=C1)B1OC(C(O1)(C)C)(C)C (R)-3-methoxy-1-methyl-3-((3-(4,4,5,5-tetramethyl-1,3,2-dioxaborolan-2-yl)phenyl)ethynyl)pyrrolidin-2-one